N-[(3S)-1'-(5-bromo-1,3-thiazol-2-yl)-1,3-dihydrospiro[inden-2,4'-piperidin]-3-yl]carbamic acid tert-butyl ester C(C)(C)(C)OC(N[C@@H]1C2=CC=CC=C2CC12CCN(CC2)C=2SC(=CN2)Br)=O